5-[2,5-Difluoro-4-(1H-pyrazol-4-yl)phenyl]-N-methyl-N-(2,2,6,6-tetramethylpiperidin-4-yl)[1,3]thiazolo[5,4-d][1,3]thiazol-2-amin FC1=C(C=C(C(=C1)C=1C=NNC1)F)C=1SC2=C(N1)SC(=N2)N(C2CC(NC(C2)(C)C)(C)C)C